pentafluoroethylphosphate FC(C(F)(F)F)(F)OP(=O)([O-])[O-]